3-bromo-6-(2-cyclopropyloxy-3,5-difluorobenzyl)-7,8-dihydro-1,6-naphthyridin-5(6H)-one BrC=1C=NC=2CCN(C(C2C1)=O)CC1=C(C(=CC(=C1)F)F)OC1CC1